2-tert-butyl-5-methylphenol C(C)(C)(C)C1=C(C=C(C=C1)C)O